C[Si]1(O[Si](O[Si](O1)(C)CCC(F)(F)F)(C)CCC(F)(F)F)CCC(F)(F)F 1,3,5-tris(3,3,3-trifluoropropyl)-1,3,5-trimethylcyclotrisiloxane